C(CCCCCCC)[Si](OCCOC)(CCCCCCCC)CCCCCCCC tri-n-octyl-(2-methoxyethoxy)silane